C(=O)CCCCCNC(OC(C)(C)C)=O tert-butyl 5-formylpentylcarbamate